(2R,6S)-2,6-dimethyltetrahydropyran-4-amine C[C@H]1O[C@H](CC(C1)N)C